[Co+2].ClC1C(N2CCN(CCN1CCN(CC2)C)C)Cl Dichloro-4,10-dimethyl-1,4,7,10-tetraazabicyclo[5.5.2]tetradecane Cobalt(II)